(E)-N-(2-oxo-2-piperazin-1-yl-ethyl)-3-[4-(trifluoromethyl)phenyl]prop-2-enamide hydrochloride Cl.O=C(CNC(\C=C\C1=CC=C(C=C1)C(F)(F)F)=O)N1CCNCC1